(R)-2-(benzyloxy)-3-mercaptopropan-1-ol C(C1=CC=CC=C1)O[C@H](CO)CS